(R)-3-(1-(6-ethoxy-5-methoxypyridin-2-yl)-2-(methylsulfonyl)ethyl)-7-methyl-6-phenyl-1H-imidazo[4,5-b]pyridin-2(3H)-one C(C)OC1=C(C=CC(=N1)[C@H](CS(=O)(=O)C)N1C(NC=2C1=NC=C(C2C)C2=CC=CC=C2)=O)OC